3,4-diphenylthienopyrazine C1(=CC=CC=C1)C1C=NC2=C(N1C1=CC=CC=C1)SC=C2